C(C)(C)(C)OC(=O)NC=1C=C(C=CC1C(=O)OC)C1CCN(CCN1C(=O)OC(C)(C)C)C tertbutyl 7-(3-((tert-butoxycarbonyl)amino)-4-(methoxycarbonyl)phenyl)-4-methyl-1,4-diazepane-1-carboxylate